ClC=1C=C(C=CC1F)[C@@H]1CN2[C@H](CO1)CN(CC2)C(=O)C2=C(C(=CC=C2)OC(F)F)Cl [(3R,9aS)-3-(3-Chloro-4-fluorophenyl)-3,4,6,7,9,9a-hexahydro-1H-pyrazino[2,1-c][1,4]oxazin-8-yl]-[2-chloro-3-(difluoromethoxy)phenyl]methanon